3-(2-(5-((6-amino-8-bromo-2-fluoro-9H-purin-9-yl)methyl)-2-oxopyridin-1(2H)-yl)ethyl)benzoic acid methyl ester COC(C1=CC(=CC=C1)CCN1C(C=CC(=C1)CN1C2=NC(=NC(=C2N=C1Br)N)F)=O)=O